CC1=NSC(=N1)C(=O)NN 3-methyl-1,2,4-thiadiazole-5-carbohydrazide